2',6'-bis(methoxymethoxy)-5-methyl-4'-pentyl-2-(prop-1-en-2-yl)-1,2,3,4-tetrahydro-1,1'-biphenyl COCOC1=C(C(=CC(=C1)CCCCC)OCOC)C1C(CCC(=C1)C)C(=C)C